(R)-2-(3-fluoro-5-(isoxazol-5-yl)-2-methoxyphenyl)-2-((R)-3-((5-(5,6,7,8-tetrahydro-1,8-naphthyridin-2-yl)pentyl)oxy)pyrrolidin-1-yl)acetic acid FC=1C(=C(C=C(C1)C1=CC=NO1)[C@H](C(=O)O)N1C[C@@H](CC1)OCCCCCC1=NC=2NCCCC2C=C1)OC